C(C)(C)(C)OC(=O)N1CC(CCC1)NN.C(C)(C)(C)C1=CC=C(C=C1)C1CN(C1)C(=O)N1C[C@H](CC1)C1=CN=NN1 [3-(4-tert-butylphenyl)azetidin-1-yl]-[(3S)-3-(1H-triazol-5-yl)pyrrolidin-1-yl]methanone Tert-butyl-3-hydrazinopiperidine-1-carboxylate